FC(C(F)(F)F)(OC1=CC=C(C=C1)N1N=C(N=C1)C1=CC=C(C=C1)/C=C/C(=O)OCC)F (E)-ethyl 3-(4-(1-(4-(perfluoroethoxy)phenyl)-1H-1,2,4-triazol-3-yl)phenyl)acrylate